BrC1=CC(=C(C=C1F)NC(=O)N[C@@H](C)C=1N(N=CN1)C1=NC=CC=N1)OCC 1-(4-bromo-2-ethoxy-5-fluoro-phenyl)-3-[(1S)-1-(2-pyrimidin-2-yl-1,2,4-triazol-3-yl)ethyl]urea